(S)-2,7-dimethyl-3-(1-methyl-5-(trifluoromethyl)-1H-pyrazol-3-yl)-4,5,6,7-tetrahydro-2H-pyrazolo[3,4-c]Pyridine trifluoroacetic acid salt FC(C(=O)O)(F)F.CN1N=C2[C@@H](NCCC2=C1C1=NN(C(=C1)C(F)(F)F)C)C